2-((1-(2-aminopyridin-3-yl)but-3-en-1-yl)amino)ethan-1-ol NC1=NC=CC=C1C(CC=C)NCCO